C(C)(C)(C)OC(NCCCCN1C2=NC(=NC(=C2N=C1)Cl)Cl)=O 4-(2,6-dichloro-9H-purin-9-yl)butylcarbamic acid tert-butyl ester